COC=1C=C2C=CC(=CC2=CC1)C(N1CCC(CC1)O)C1CCNCC1 1-((6-methoxynaphthalen-2-yl)(piperidin-4-yl)methyl)piperidin-4-ol